C(C)(C)(C)OC(=O)NC1(CCN(CC1)C1=CN=C2C(=N1)N(N=C2C=2C(=C1CN(CC1=CC2)C(=O)[O-])Cl)COCC[Si](C)(C)C)C 5-(6-{4-[(tert-butoxycarbonyl) amino]-4-methylpiperidin-1-yl}-1-{[2-(trimethylsilyl)ethoxy]methyl}pyrazolo[3,4-b]pyrazin-3-yl)-4-chloro-1,3-dihydroisoindole-2-carboxylate